2-(4-(benzyloxy) phenyl)-2-oxoethyl 2-aminobenzoate NC1=C(C(=O)OCC(=O)C2=CC=C(C=C2)OCC2=CC=CC=C2)C=CC=C1